(2S,6S)-4-(2-(bicyclo[1.1.0]butane-1-carboxamido)-7-(N-(1-methylcyclopropyl)sulfamoyl)quinolin-5-yl)-N,N,2,6-tetramethylpiperazine-1-carboxamide C12(CC2C1)C(=O)NC1=NC2=CC(=CC(=C2C=C1)N1C[C@@H](N([C@H](C1)C)C(=O)N(C)C)C)S(NC1(CC1)C)(=O)=O